tetrabromophthalic acid-(2-ethylhexyl) ester C(C)C(COC(C=1C(C(=O)O)=C(C(=C(C1Br)Br)Br)Br)=O)CCCC